Piperazindion N1C(C(NCC1)=O)=O